(E)-5-Styrylpyrrolidin-2-one C(=C\C1=CC=CC=C1)/C1CCC(N1)=O